(E)-N-(2-chloro-5-fluorobenzyl)-3-(2-(pyridin-2-yl)vinyl)-1H-indazol-5-amine ClC1=C(CNC=2C=C3C(=NNC3=CC2)\C=C\C2=NC=CC=C2)C=C(C=C1)F